4-(oxiran-2-ylmethoxy)phenylboronic acid pinacol ester O1C(C1)COC1=CC=C(C=C1)B1OC(C)(C)C(C)(C)O1